Cl.FC(C1=C(N=CO1)CN)(F)F (5-(trifluoromethyl)oxazol-4-yl)methylamine hydrochloride